(19R)-22-amino-3-ethyl-16-fluoro-10,19-dimethyl-20-oxa-3,4,10,11,23-pentaazapentacyclo[19.3.1.02,6.08,12.013,18]pentacosa-1(24),2(6),8,11,13,15,17,21(25),22-nonaen-5-one NC=1C=2O[C@@H](C3=CC(=CC=C3C3=NN(C=C3CC=3C(NN(C3C(=CN1)C2)CC)=O)C)F)C